N-((5-bromopyridine-3-yl)(cyano)methyl)-6,6-dimethyl-3-azabicyclo[3.1.0]hexane-2-carboxamide BrC=1C=C(C=NC1)C(NC(=O)C1C2C(C2CN1)(C)C)C#N